5-Fluoro-6-(2-methoxyethoxy)-1H-indazol FC=1C=C2C=NNC2=CC1OCCOC